FC1(OC2=C(O1)C=CC(=C2)C2(CC2)C(=O)NC2=CC=C(C(=N2)C=2C=C(C(=O)O)C=CC2)C)F 3-[6-[[1-(2,2-difluoro-1,3-benzodioxol-5-yl)cyclopropanecarbonyl]amino]-3-methylpyridin-2-yl]benzoic acid